(R)-5-(4-cyanophenyl)-2-(4-fluoro-2-methylphenoxy)-4-methyl-N-(3-(S-methylsulfonimidoyl)phenyl)nicotinamide C(#N)C1=CC=C(C=C1)C=1C=NC(=C(C(=O)NC2=CC(=CC=C2)[S@@](=O)(=N)C)C1C)OC1=C(C=C(C=C1)F)C